C(#N)OC1=CC=CC=C1 Cyanooxybenzene